tert-Butyl N-[(1R)-1-[[4-[1-(benzenesulfonyl)pyrrolo[2,3-b]pyridin-4-yl]-2-methoxy-phenyl]carbamoyl]-3-methyl-butyl]carbamate C1(=CC=CC=C1)S(=O)(=O)N1C=CC=2C1=NC=CC2C2=CC(=C(C=C2)NC(=O)[C@@H](CC(C)C)NC(OC(C)(C)C)=O)OC